2-((1-(4-(2-(2-aminopyridin-3-yl)-3H-imidazo[4,5-b]pyridin-3-yl)benzyl)piperidin-4-yl)oxy)nicotinonitrile NC1=NC=CC=C1C1=NC=2C(=NC=CC2)N1C1=CC=C(CN2CCC(CC2)OC2=C(C#N)C=CC=N2)C=C1